FC1=CC=C2NC=C(CCN)C2=C1 5-FluoroTryptamine